2-[5-(1-cyclopropylpyrazol-4-yl)-3-ethylsulfanyl-2-pyridyl]-3-methyl-6-(1,1,2,2,2-pentafluoroethyl)imidazo[4,5-b]pyridine C1(CC1)N1N=CC(=C1)C=1C=C(C(=NC1)C1=NC=2C(=NC=C(C2)C(C(F)(F)F)(F)F)N1C)SCC